FC1=CC(=C(C=C1[N+](=O)[O-])NC1=NC=NC(=C1)C=1C=C2C=NN(C2=CC1)C)OC N-(4-fluoro-2-methoxy-5-nitrophenyl)-6-(1-methyl-1H-indazole-5-yl)pyrimidine-4-amine